ClC1=CC=C(C=C1)C1=N[C@H](C=2N(C3=C1C(=C(S3)C#CC=3C=NN(C3)CCCC(=O)O)C)C(=NN2)C)C (S)-4-(4-((4-(4-chlorophenyl)-3,6,9-trimethyl-6H-thieno[3,2-f][1,2,4]triazolo[4,3-a][1,4]diazepin-2-yl)ethynyl)-1H-pyrazol-1-yl)butanoic acid